ethyl (2R,3S)-2,3-dihydroxy-3-phenylpropionate O[C@@H](C(=O)OCC)[C@H](C1=CC=CC=C1)O